CC1=C(C=C(C=C1)NC(=O)C=1N=C(NC1C1=CC=C(C=C1)F)SCCN(C)C)NC=1C=C2C(N(C=NC2=CC1)C)=O 2-(2-Dimethylamino-ethylthio)-5-(4-fluoro-phenyl)-1H-imidazole-4-carboxylic acid [4-methyl-3-(3-methyl-4-oxo-3,4-dihydro-quinazolin-6-ylamino)-phenyl]-amide